bromo-3-(1-methoxyprop-1-en-2-yl)benzene BrC1=CC(=CC=C1)C(=COC)C